(S)-2-Aminoheptanoic acid tert-butyl ester C(C)(C)(C)OC([C@H](CCCCC)N)=O